2,2,2-trifluoroethyl diallyl phosphate P(=O)(OCC(F)(F)F)(OCC=C)OCC=C